1-naphthalenesulfonamide C1(=CC=CC2=CC=CC=C12)S(=O)(=O)N